3-((5-chloro-1H-indol-2-yl)methyl)-1-((3R)-1-(2-(1-hydroxycyclobutyl)propanoyl)piperidin-3-yl)-1-methylurea ClC=1C=C2C=C(NC2=CC1)CNC(N(C)[C@H]1CN(CCC1)C(C(C)C1(CCC1)O)=O)=O